1-(2-chlorophenyl)-2-(phenylamino)ethanol ClC1=C(C=CC=C1)C(CNC1=CC=CC=C1)O